ClC1=NC(=CC(=C1)C(=O)NC(C)C1=NC=CN=C1N1N=CC=N1)C 2-chloro-6-methyl-N-[1-[3-(triazol-2-yl)pyrazin-2-yl]ethyl]pyridine-4-carboxamide